CC(CCCC(CCCCCCCCCCC)O)O heptadecane-2,6-diol